1-(4-(6-((4-(2-(cyclopentyl(methyl)amino)-4-methylthiazol-5-yl)pyrimidin-2-yl)amino)pyridin-3-yl)piperazin-1-yl)ethan-1-one C1(CCCC1)N(C=1SC(=C(N1)C)C1=NC(=NC=C1)NC1=CC=C(C=N1)N1CCN(CC1)C(C)=O)C